Cl.C(C)(C)(C)OC(=O)N(CCC1=NC(=CC=C1[N+](=O)[O-])OC)CC1=C(C=CC(=C1)Cl)NC1=C(C(=O)O)C=C(C(=C1)F)F 2-((2-(((tert-butoxycarbonyl)(2-(6-methoxy-3-nitropyridin-2-yl)ethyl)amino)methyl)-4-chlorophenyl)amino)-4,5-difluorobenzoic acid hydrochloride